Cl.C1(CC1)C=1C=C(OC2CC(C2)N)C=CC1 (1r,3r)-3-(3-cyclopropylphenoxy)cyclobutane-1-amine hydrochloride